tetrabutylphosphine 2,5-furandicarboxylate O1C(=CC=C1C(=O)O)C(=O)O.C(CCC)P(CCCC)(CCCC)CCCC